phenyl-3H-1,2,4-dithiazol-3-one C1(=CC=CC=C1)C1=NC(SS1)=O